FC1=CC=C(C=C1)N1C(NC(C(=C1)C(=O)O)=O)=O (4-fluorophenyl)-2,4-dioxo-1,2,3,4-tetrahydropyrimidine-5-formic acid